1-(5-(((5-fluoro-2,3-dihydrobenzofuran-4-yl)methyl)amino)-8-(2-(trifluoromethyl)pyridin-3-yl)imidazo[1,5-c]pyrimidin-1-yl)-3,4,5,6-tetrahydro-1,2-thiazine 1-oxide FC=1C=CC2=C(CCO2)C1CNC1=NC=C(C=2N1C=NC2S2(NCCCC2)=O)C=2C(=NC=CC2)C(F)(F)F